(1-(cis-4-{[4-{[(3R)-3-hydroxypyrrolidin-1-yl]methyl}-6-(trifluoromethyl)pyridin-2-yl]oxy}cyclohexyl)-3-[4-(7H-pyrrolo[2,3-d]pyrimidin-4-yl)-1H-pyrazol-1-yl]azetidin-3-yl)acetonitrile O[C@H]1CN(CC1)CC1=CC(=NC(=C1)C(F)(F)F)O[C@H]1CC[C@H](CC1)N1CC(C1)(N1N=CC(=C1)C=1C2=C(N=CN1)NC=C2)CC#N